C1(CCCCC1)P(C1=C(C=CC=C1)C1=C(C=CC=C1OC(C)C)OC(C)C)C1CCCCC1 2-dicyclohexylphosphino-2',6'-diisopropoxylbiphenyl